(E)-4-(4-chlorophenyl)-1-(1H-1,2,4-triazole-1-yl)but-3-en-2-one ClC1=CC=C(C=C1)/C=C/C(CN1N=CN=C1)=O